[Cl-].C[NH+]1CCOCC1 N-methylmorpholinium chloride